C1=NC=CC2=C1OC1=C(C(C2)CNC(OC(C)(C)C)=O)C=CC=C1 tert-butyl ((5,6-dihydrobenzo[6,7]oxepino[2,3-c]pyridin-6-yl)methyl)carbamate